methacryloylpyrazole C(C(=C)C)(=O)C1=NNC=C1